C(C)(C)(C)[Si](C)(C)OC1=C(C(=CC=C1C1OCCO1)CC=C)OC tert-butyl(6-(1,3-dioxolan-2-yl)-2-methoxy-3-(prop-2-en-1-yl)phenoxy)dimethylsilane